C(C=C)(=O)N1C[C@@H](N(C[C@H]1C)C=1C2=C(N(C(N1)=O)C=1C(=NC=CC1C)C(C)C)N=C(C(=C2)Cl)Cl)C 4-((2S,5R,M)-4-propenoyl-2,5-dimethylpiperazin-1-yl)-6,7-dichloro-1-(2-isopropyl-4-methylpyridin-3-yl)pyrido[2,3-d]Pyrimidine-2(1H)-one